C(C)OC(=O)C1=CC=C(O)C=C1.[Na] Natrium Ethylparaben